C(C)(C)(C)OC([C@H](CCC(=O)O)NC(CN=S(C1=CC(=CC(=C1)C(F)(F)F)B1OC(C(O1)(C)C)(C)C)(C1=CC(=CC(=C1)C(F)(F)F)B1OC(C(O1)(C)C)(C)C)=O)=O)=O (S)-5-(tert-butoxy)-5-oxo-4-(2-((oxobis(3-(4,4,5,5-tetramethyl-1,3,2-dioxaborolan-2-yl)-5-(trifluoromethyl)phenyl)-λ6-sulfanylidene)amino)acetamido)pentanoic acid